FC1=CC=C(C=C1)C(C(=O)O)=CC1=CC=C(C=C1)F 2,3-bis(4-fluorophenyl)acrylic acid